CC1=CC(=C(C=C1)C=1N=C2N(C=CN=C2)C1NC1=CC=C(C(=O)O)C=C1)S 4-[[2-(4-methyl-sulfanylphenyl)imidazo[1,2-a]pyrazin-3-yl]amino]benzoic acid